(1R,3S,4S)-3-[(tert-Butoxycarbonyl)amino]-4-hydroxycyclopentane-1-carboxylic acid C(C)(C)(C)OC(=O)N[C@H]1C[C@H](C[C@@H]1O)C(=O)O